Tert-butyl 4-[2-[12-[2-(methoxymethoxy)phenyl]-3-methyl-4,8,10,11-tetrazatricyclo[7.4.0.02,7]trideca-1(9),2(7),10,12-tetraen-4-yl]pyrimidin-5-yl]piperidine-1-carboxylate COCOC1=C(C=CC=C1)C=1N=NC=2NC=3CCN(C(C3C2C1)C)C1=NC=C(C=N1)C1CCN(CC1)C(=O)OC(C)(C)C